3-butylimidazolium iodide [I-].C(CCC)[N+]1=CNC=C1